CC=1SC(=CN1)C(CC)O 1-(2-methyl-5-thiazolyl)propan-1-ol